1,6-bis(methacryl-ethyloxycarbonyl-amino)trimethylhexane C(=O)(C(=C)C)N(C(C(CCCCN(C(=O)OCC)C(=O)C(=C)C)C)(C)C)C(=O)OCC